3-(3-(hydroxymethyl)cyclobutyl)-1-oxa-3,8-diazaspiro[4.5]Decan-2-one OCC1CC(C1)N1C(OC2(C1)CCNCC2)=O